2-methyl-1-(trideuteromethyl)-6-oxo-1,6-dihydropyrimidine-5-carboxylic acid CC=1N(C(C(=CN1)C(=O)O)=O)C([2H])([2H])[2H]